CN1N=CC=C1C(=O)NC[C@H](C(N[C@H]1C2=C(CN3N(C1=O)CCC3)C=CC=C2)=O)C 1-Methyl-N-((R)-2-methyl-3-oxo-3-(((S)-11-oxo-2,3,10,11-tetrahydro-1H,5H-benzo[d]pyrazolo[1,2-a][1,2]diazepin-10-yl)amino)propyl)-1H-pyrazol-5-carboxamid